1-bromo-4-fluoro-2-(1-methoxycyclopropyl)benzene BrC1=C(C=C(C=C1)F)C1(CC1)OC